N(=C=O)C(C(=O)OCC)CCCCN=C=O Ethyl 2,6-diisocyanatohexanoate